1-(2-Aminonaphthyridin-4-yl)indolizine-3-carbonitrile NC1=NC2=NC=CC=C2C(=C1)C=1C=C(N2C=CC=CC12)C#N